1-(4-((1R,5S)-3,8-diazabicyclo[3.2.1]octan-3-yl)-8-fluoro-2-(((2R,7aS)-2-fluorotetrahydro-1H-pyrrolizin-7a(5H)-yl)methoxy)quinazolin-7-yl)isoquinolin-3-amine [C@H]12CN(C[C@H](CC1)N2)C2=NC(=NC1=C(C(=CC=C21)C2=NC(=CC1=CC=CC=C21)N)F)OC[C@]21CCCN1C[C@@H](C2)F